4-(((3R,5S)-5-methylpyrrolidin-3-yl)oxy)-N-(quinoxalin-6-ylmethyl)-5-(trifluoromethyl)pyridin-3-amine C[C@H]1C[C@H](CN1)OC1=C(C=NC=C1C(F)(F)F)NCC=1C=C2N=CC=NC2=CC1